2-chloro-N-[3-methyl-5-(2-phenylethynyl)-2-pyridyl]-5-(5-tetrahydrofuran-3-yl-1,2,4-oxadiazol-3-yl)benzamide ClC1=C(C(=O)NC2=NC=C(C=C2C)C#CC2=CC=CC=C2)C=C(C=C1)C1=NOC(=N1)C1COCC1